N-((1,2,3,5,6,7-hexahydro-s-indacen-4-yl)carbamoyl)-5-methyl-4,5,6,7-tetrahydrothieno[3,2-c]pyridine-2-sulfonamide C1CCC2=C(C=3CCCC3C=C12)NC(=O)NS(=O)(=O)C1=CC=2CN(CCC2S1)C